OC(C)(C)C=1SC(=CN1)[S@@](=O)(N)=NC(NC1=C2C(=NC3=C1CCC3)C3(CC2)CC3)=O (R)-2-(2-hydroxy-propan-2-yl)-N'-((1',5',6',7'-tetrahydro-2'H-spiro[cyclopropane-1,3'-dicyclopenta[b,e]pyridin]-8'-yl)carbamoyl)thiazole-5-sulfonimidamide